CN1C(CC(CC1(C)C)OC(CCCCCCCCCCCCCCCCC)=O)(C)C 1,2,2,6,6-pentamethyl-4-piperidylstearate